Benzyl 4-[4-[5-(tert-butoxycarbonylamino)-6-methoxy-indazol-2-yl]cyclohexoxy]piperidine-1-carboxylate C(C)(C)(C)OC(=O)NC1=CC2=CN(N=C2C=C1OC)C1CCC(CC1)OC1CCN(CC1)C(=O)OCC1=CC=CC=C1